BrC1=CC=C2C(=C(NC2=C1)C1=CC(=NC(=C1)C)C)C1CC1 6-bromo-3-cyclopropyl-2-(2,6-dimethyl-4-pyridyl)-1H-indole